COC(=O)C1(CCCCC1)N=NC1(CCCCC1)C(=O)OC dimethyl-1,1'-azobis(1-cyclohexanecarboxylate)